Tert-butyl undecane-3-carboxylate CCC(CCCCCCCC)C(=O)OC(C)(C)C